(piperazin-1-yl)-5,6,7,8-tetrahydroquinolin N1(CCNCC1)C1=NC=2CCCCC2C=C1